(3-(4-(6-(1-(3-(diethoxyphosphoryl)propyl)-1H-1,2,3-triazol-4-yl)-4-(ethylcarbamoyl)pyridin-2-yl)-1H-1,2,3-triazol-1-yl)propyl)phosphonic acid diethyl ester C(C)OP(OCC)(=O)CCCN1N=NC(=C1)C1=NC(=CC(=C1)C(NCC)=O)C=1N=NN(C1)CCCP(=O)(OCC)OCC